(R)-2-((S)-2,2-dimethylcyclopropanecarbonyl)-6-(thiazole-5-carbonyl)-2,6-diazaspiro[3.4]octane-8-carboxylic acid CC1([C@H](C1)C(=O)N1CC2(C1)CN(C[C@@H]2C(=O)O)C(=O)C2=CN=CS2)C